ClC1=NC=C(C(=N1)NC1=C(C=2N(C=C1)N=CC2C#N)OC)C(=O)NC([2H])([2H])[2H] 2-Chloro-4-((3-cyano-4-methoxypyrazolo[1,5-a]pyridin-5-yl)amino)-N-(methyl-d3)pyrimidine-5-carboxamide